methyl 3-(N-(2-(3-hydroxy-3-methylpiperidin-1-yl)-5-(trifluoromethyl) phenyl) sulfamoyl)-4-methoxybenzoate OC1(CN(CCC1)C1=C(C=C(C=C1)C(F)(F)F)NS(=O)(=O)C=1C=C(C(=O)OC)C=CC1OC)C